(S)-2-((tert-butoxy)amino)-3-methylbutanoic acid C(C)(C)(C)ON[C@H](C(=O)O)C(C)C